C(C)C1=NN2C(N=C(C=C2C)C)=C1CC1=CC=C(C=C1)/C=C/C=O (E)-3-(4-((2-ethyl-5,7-dimethylpyrazolo[1,5-a]pyrimidin-3-yl)methyl)phenyl)acrylaldehyde